[Cl-].[Cl-].C[SiH](C)[Zr+2](C1C(=CC2=C(C=CC=C12)C1=CC=CC=C1)CC)C1C(=CC2=C(C=CC=C12)C1=CC=CC=C1)CC racemic-dimethylsilyl-bis(2-ethyl-4-phenylindenyl)zirconium dichloride